C(C)C1=CC=C(C=N1)C1=NN2C3CCC(OC2=C1C(=O)N[C@@H]1C(NC2=C(C(=N1)C1=CC=CC=C1)C=CC=C2F)=O)C3 4-(6-Ethylpyridin-3-yl)-N-[(3S)-9-fluoro-2-oxo-5-phenyl-2,3-dihydro-1H-1,4-benzodiazepin-3-yl]-7-oxa-2,3-diazatricyclo[6.2.1.02,6]undeca-3,5-diene-5-carboxamide